C(C=C)OCCOCC(COCCOCCOCCN=[N+]=[N-])(COCCOCCOCCN=[N+]=[N-])C 11-((2-(allyloxy)ethoxy)methyl)-1,21-diazido-11-methyl-3,6,9,13,16,19-hexaoxahenicosane